C1=C(C=CC2=CC=CC=C12)C(=O)[O-] beta-naphthalate